2-(bromoethynyl)benzonitrile BrC#CC1=C(C#N)C=CC=C1